ClC=1C(=C(C=CC1)CC1C(C(C(N1)=O)(F)F)O)F 5-[(3-chloro-2-fluorophenyl)methyl]-3,3-difluoro-4-hydroxypyrrolidin-2-one